2-[(3-Methylpyridin-2-yl)formamido]acetic acid CC=1C(=NC=CC1)C(=O)NCC(=O)O